C(C)(C)(C)OC(=O)N1[C@@H](CN([C@H](C1)C)C1=NC(=NC2=C(C(=C(C=C12)C(F)(F)F)Br)Cl)Cl)C (2r,5s)-4-(7-bromo-2,8-dichloro-6-(trifluoromethyl)quinazolin-4-yl)-2,5-dimethylpiperazine-1-carboxylic acid tert-butyl ester